N,N',N''-(Benzene-1,3,5-triyltris(methylene))triethenesulfonamid C1(=CC(=CC(=C1)CNS(=O)(=O)C=C)CNS(=O)(=O)C=C)CNS(=O)(=O)C=C